(R)-N-(1-(2-methyl-3-(trifluoromethyl)phenyl)ethyl)-4-((4-methylpiperidin-4-yl)amino)-6-oxo-1-(tetrahydro-2H-pyran-4-yl)-1,6-dihydropyridine-3-carboxamide trifluoroacetate salt FC(C(=O)O)(F)F.CC1=C(C=CC=C1C(F)(F)F)[C@@H](C)NC(=O)C1=CN(C(C=C1NC1(CCNCC1)C)=O)C1CCOCC1